C(CCC)N1C(N(C(C(C1=O)=C(N)N)=O)C1CCC2(CC3(C(N(C(N3CC3COC3)=O)C)=O)C2)CC1)=O 1-Butyl-5-(diaminomethylene)-3-((5R,7r,10R)-3-methyl-1-(oxetan-3-ylmethyl)-2,4-dioxo-1,3-diazadispiro[4.1.57.15]tridecan-10-yl)pyrimidine-2,4,6(1H,3H,5H)-trione